(2s,3as,5s,6as)-octahydropentalene-2,5-diamine C1C(CC2CC(CC12)N)N